1,2,4-trimethyl-benzene Methyl-((2S)-1-((3S)-3-(((3S)-1-amino-6,6-difluoro-2-hydroxy-1-oxoheptan-3-yl)carbamoyl)-2-azaspiro[4.5]decan-2-yl)-3,3-dimethyl-1-oxobutan-2-yl)carbamate CN(C(O)=O)[C@H](C(=O)N1CC2(C[C@H]1C(N[C@H](C(C(=O)N)O)CCC(C)(F)F)=O)CCCCC2)C(C)(C)C.CC2=C(C=C(C=C2)C)C